FC(OC1=NC=CC(=C1)CNC(=O)NC1CCC2(C(C2)(F)F)C1)F 1-[[2-(difluoromethoxy)pyridin-4-yl]methyl]-3-(2,2-difluorospiro[2.4]heptan-6-yl)urea